1-(naphthalen-1-ylsulfonyl)-2,3-dihydro-1H-pyrrole C1(=CC=CC2=CC=CC=C12)S(=O)(=O)N1CCC=C1